CC=1C=NC(=NC1)OC=1C=CC(=NC1)N 5-((5-Methylpyrimidin-2-yl)oxy)pyridin-2-amine